4-bromo-1-(tetrahydro-2H-pyran-2-yl)-5-(trifluoromethyl)-1,5,6,7-tetrahydrocyclopenta[f]indazole BrC1=C2C=NN(C2=CC2=C1C(CC2)C(F)(F)F)C2OCCCC2